C(C)(=O)SCC(C(=O)OC(C)(C)C)(C)C tert-Butyl 3-(acetylthio)-2,2-dimethylpropanoate